Cl.ClC1=C(C=C(C=C1)C1=C(N=C(O1)C=1SC(=CC1)C)N1C(N=C(C(=C1)F)NC)=O)F 1-(5-(4-Chloro-3-fluorophenyl)-2-(5-methylthiophen-2-yl)oxazol-4-yl)-5-fluoro-4-(methylamino)pyrimidin-2(1H)-one hydrochloride